BrC=1C(=NC(=C(C1)C)C)NC=1C=2C=CC=NC2C=CC1C N-(3-bromo-5,6-dimethylpyridin-2-yl)-6-methylquinolin-5-amine